C(C1=CC=CC=C1)[C@H]1N(CCCC1)C1=CC2=C(C=N1)C(=NN2C)C=2C(=C(C(=C(C2)C(F)(F)F)F)O)F (S)-3-(6-(2-Benzylpiperidin-1-yl)-1-methyl-1H-pyrazolo[4,3-c]pyridin-3-yl)-2,6-difluoro-5-(trifluoromethyl)phenol